3-hexylpropyl thioether C(CCCCC)CCCSCCCCCCCCC